(rac)-4-(aminomethyl)-5-(tert-butoxycarbonyl)-1-(4-isopropyl-2-methylphenyl)-4,5,6,7-tetrahydro-1H-pyrazolo[4,3-c]pyridine-3-carboxylic acid NC[C@@H]1N(CCC2=C1C(=NN2C2=C(C=C(C=C2)C(C)C)C)C(=O)O)C(=O)OC(C)(C)C |r|